C12OCCC2C1C(=O)[O-] 2-oxabicyclo[3.1.0]-hexane-6-carboxylate